4-(2-(4,4-difluoropiperidin-1-yl)ethyl)-3-oxopiperazine-1-carboxylic acid tert-butyl ester C(C)(C)(C)OC(=O)N1CC(N(CC1)CCN1CCC(CC1)(F)F)=O